CC1(CN(C1)C=O)CS(=O)(=O)C (3-methyl-3-((methylsulfonyl)methyl)azetidin-1-yl)methanone